3-(3-(trifluoromethyl)phenyl)propionic acid FC(C=1C=C(C=CC1)CCC(=O)O)(F)F